(Z)-3-amino-5,5-diethoxy-4-methyl-2-pentenoic acid ethyl ester C(C)OC(\C=C(\C(C(OCC)OCC)C)/N)=O